tri(1,2-epoxypropyl)glycerol C1(C(C)O1)C(C(O)(C1C(C)O1)C1C(C)O1)(O)CO